[(E,1S)-6-(dimethylamino)-1-[[e-1-[(5-fluoro-1H-benzimidazol-2-yl)methyl]-2-oxo-3-pyridyl]carbamoyl]-6-oxo-hex-4-enyl] N,N-dimethylcarbamate CN(C(O[C@@H](CC\C=C\C(=O)N(C)C)C(NC=1C(N(C=CC1)CC1=NC2=C(N1)C=CC(=C2)F)=O)=O)=O)C